S1C=NC2=C1C=CC(=C2)C=2C=C1C(=NC2C(CC2=CC(=CC(=C2)F)F)N)C=NN1 1-(6-(benzo[d]thiazol-5-yl)-1H-pyrazolo[4,3-b]pyridin-5-yl)-2-(3,5-difluorophenyl)ethanamine